IC=1C=C(CN)C=C(C1)I 3,5-diiodobenzylamine